7-methoxy-2,5-dimethyl-3,4-dihydro-2H-pyrano[2,3-b]quinoline COC=1C=C2C(=C3C(=NC2=CC1)OC(CC3)C)C